CPC(O)O methyl-(dihydroxylmethyl)phosphine